6-(2-methyl-2H-indazol-5-yl)-N-((2-((tetrahydro-2H-pyran-4-yl)methyl)-1,2,3,4-tetrahydroisoquinolin-5-yl)methyl)pyridazin-3-amine CN1N=C2C=CC(=CC2=C1)C1=CC=C(N=N1)NCC1=C2CCN(CC2=CC=C1)CC1CCOCC1